diethylaminoacetamide lactate C(C(O)C)(=O)O.C(C)N(CC)CC(=O)N